N-[(6-amino-1,5-naphthyridin-3-yl)methyl]-N-(4,4-difluoro-1,1-dioxo-3,4-dihydro-2H-1λ6-benzothiopyran-8-yl)-2-(trifluoromethyl)pyrimidine-5-carboxamide NC=1N=C2C=C(C=NC2=CC1)CN(C(=O)C=1C=NC(=NC1)C(F)(F)F)C1=CC=CC=2C(CCS(C21)(=O)=O)(F)F